tert-butyl (8-fluoro-1,2,3,5,6,7-hexahydro-s-indacen-4-yl)(4-(((3-hydroxy-3-methylpyrrolidin-1-yl)sulfonyl)carbamoyl)-oxazol-2-yl)carbamate FC=1C=2CCCC2C(=C2CCCC12)N(C(OC(C)(C)C)=O)C=1OC=C(N1)C(NS(=O)(=O)N1CC(CC1)(C)O)=O